(2R)-2-methylpiperazine-1-carboxylic acid tert-butyl ester C(C)(C)(C)OC(=O)N1[C@@H](CNCC1)C